cis-p-cresol C1=CC(=CC=C1O)C